C(#N)CCC(C(=O)OCC)C1=CN=C(N1C(=O)OC(C)(C)C)C1=CC=C(C=C1)OC tert-Butyl 5-(4-cyano-1-ethoxy-1-oxobutan-2-yl)-2-(4-methoxyphenyl)-1H-imidazole-1-carboxylate